3-[(4-isopropylphenyl)methyl]-4-methyl-[1-14C]pentanoic acid C(C)(C)C1=CC=C(C=C1)CC(C[14C](=O)O)C(C)C